ClC=1C=C(C=CC1F)[C@H]([C@@H]1[C@H]([C@H]([C@@H](C1)N1C=CC\2=C1NC=N/C2=N/N)O)O)O (1S,2R,3R,5R)-3-((S)-(3-chloro-4-fluorophenyl)(hydroxy)methyl)-5-((E)-4-hydrazineylidene-1,4-dihydro-7H-pyrrolo[2,3-d]pyrimidin-7-yl)cyclopentane-1,2-diol